5-(pyrimidin-2-yl)quinoline-2-carboxylic acid N1=C(N=CC=C1)C1=C2C=CC(=NC2=CC=C1)C(=O)O